ClC=1C=C2C(=NC1)NC=C2NC(NC=2C=NC(=CC2)C2CCC(CC2)(F)F)=O 3-[5-chloro-1H-pyrrolo[2,3-b]pyridin-3-yl]-1-[6-(4,4-difluorocyclohexyl)pyridin-3-yl]urea